aluminum tri(isopropanol) C(C)(C)O.C(C)(C)O.C(C)(C)O.[Al]